(1S,2S)-N-(7-chloro-6-(1-((4R,3R)-4-hydroxy-3-methyltetrahydrofuran-3-yl)piperidin-4-yl)isoquinolin-3-yl)-2-(2-hydroxypropan-2-yl)cyclopropane-1-carboxamide ClC1=C(C=C2C=C(N=CC2=C1)NC(=O)[C@@H]1[C@H](C1)C(C)(C)O)C1CCN(CC1)[C@@]1(COC[C@@H]1O)C